3-[(2-hydroxyethyl)dithio]propanoic acid OCCSSCCC(=O)O